CC1(CC1)OC=1C=C2C=NN(C2=CC1)C(C)=O 1-[5-(1-methylcyclopropoxy)indazol-1-yl]ethanone